COC=1C=C(CN(C(C2=CC=C(C=C2)C(=O)NNC(C2=CC=C(C=C2)F)=O)=O)C2=CC(=C(C(=C2)OC)OC)OC)C=CC1OC N-(3,4-dimethoxybenzyl)4-(2-(4-fluorobenzoyl)hydrazine-1-carbonyl)-N-(3,4,5-trimethoxyphenyl)benzamide